OCC(/C=C/C1=CC=C(C=C1)/C=C/C(=O)C1=CC=C(C=C1)N1CCN(CC1)C(=O)N(C)C)=O 4-[4-[(E)-3-[4-[(E)-4-Hydroxy-3-oxobut-1-enyl]phenyl]prop-2-enoyl]phenyl]-N,N-dimethylpiperazine-1-carboxamide